C(=O)(OC(C)(C)C)N[C@@H](CCC(=O)[O-])C(=O)[O-] Boc-L-glutamate